tert-butyl 4-(4-amino-3-(4-phenoxyphenyl)-1H-pyrazolo(3,4-d)pyrimidin-1-yl)piperidine-1-carboxylate NC1=C2C(=NC=N1)N(N=C2C2=CC=C(C=C2)OC2=CC=CC=C2)C2CCN(CC2)C(=O)OC(C)(C)C